C(#N)[C@H]1N(CSC1)C(CNC(OC(C)(C)C)=O)=O tert-Butyl (R)-(2-(4-cyanothiazolidin-3-yl)-2-oxoethyl)carbamate